C(#N)[C@H](C[C@H]1C(NCC1)=O)NC([C@H](CC(C)C)NC(=O)C=1NC2=CC=C(C(=C2C1F)OC)F)=O N-[(2S)-1-({(1S)-1-cyano-2-[(3S)-2-oxopyrrolidin-3-yl]ethyl}amino)-4-methyl-1-oxopentan-2-yl]-3,5-difluoro-4-methoxy-1H-indole-2-carboxamide